(R,E)-N-((6-cyclopropylimidazo[1,2-a]pyridin-2-yl)methylene)-2-methylpropane-2-sulfinamide C1(CC1)C=1C=CC=2N(C1)C=C(N2)\C=N\[S@](=O)C(C)(C)C